C(C)(C)(C)C1=C(C=CC=C1)N=C(C)C1=NC(=CC=C1)C(C)=NC1=C(C=CC=C1)C(C)(C)C 2,6-bis[1-(2-tert-butylphenyl-imino)ethyl]Pyridine